ClC=1N=CC2=C(C=CC(=C2C1)C(C)C)N1[C@@H]([C@H](C1)CS(=O)(=O)C)C 3-chloro-8-[(2r,3s)-3-(methylsulfonylmethyl)-2-methylazetidin-1-yl]-5-(prop-2-yl)isoquinoline